1-(2-(Piperazin-1-yl)pyrimidin-5-yl)cyclopropan-1-ol N1(CCNCC1)C1=NC=C(C=N1)C1(CC1)O